C(CCCCCCC)(=O)OCC(=O)NCC1=C(C=C(C(=C1)OC)O)I 2-((4-hydroxy-2-iodo-5-methoxybenzyl) amino)-2-oxoethyl octanoate